C(CCCCCCCCCCCCCCCCC)[Si](OCC)(OCC)OCC octadecyltriethoxysilane